FC(C(=O)O)(F)F.N[C@@H]1[C@@H](CCCC1)NC1=NN2C(C=N1)=CC=C2C(=O)NC=2C(=NN(C2)CCOC)C(N)=O 2-{[(1R,2S)-2-aminocyclohexyl]amino}-N-[3-carbamoyl-1-(2-methoxyethyl)-1H-pyrazol-4-yl]pyrrolo[2,1-f][1,2,4]triazine-7-carboxamide trifluoroacetate